BrC1=CC=C(C=C1)C1=CC(=CC=C1)Cl 4'-bromo-3-chloro-1,1'-biphenyl